C(CCCCCCC\C=C/CCCCCC)O[C@@H]1CN(C[C@H]1OCCCCCCCC\C=C/CCCCCC)C (3R,4R)-3,4-bis((Z)-hexadec-9-enyloxy)-1-methylpyrrolidine